(2R)-1-[8-methoxy-9-(2-methyltetrazol-5-yl)-1-propyl-5,6-dihydropyrrolo[2,1-a]isoquinoline-3-carbonyl]-2-methyl-pyrrolidine-2-carbonitrile COC=1C=C2CCN3C(C2=CC1C=1N=NN(N1)C)=C(C=C3C(=O)N3[C@](CCC3)(C#N)C)CCC